ClC1=CC=2N(C=C1)C=C(N2)CNC(=O)[C@@H]2CC[C@H](CO2)NC(OC(C)(C)C)=O tert-butyl ((3R,6S)-6-(((7-chloroimidazo[1,2-a]pyridin-2-yl)methyl)carbamoyl)tetrahydro-2H-pyran-3-yl)carbamate